methyl 3-(bromomethyl)-5-cyanobenzoate BrCC=1C=C(C(=O)OC)C=C(C1)C#N